OC1=C(C=C(CC2=CC(=CC(=C2O)CC2=CC(=C(C(=C2)C)O)C)C)C=C1C)C 2,6-bis-(4-hydroxy-3,5-dimethylbenzyl)-p-cresol